CNC1CCN(CC1)C(=O)OC(C)(C)C tert-butyl [4-(methylamino)piperidin-1-yl]formate